CC(=O)N[C@@H]1[C@H]([C@H]([C@H](O[C@H]1O)CO)O[C@H]2[C@@H]([C@H]([C@H]([C@H](O2)CO)O)O)O)O The molecule is an amino disaccharide consisting of beta-D-galacopyranose and 2-acetamido-2-deoxy-beta-D-galactopyranose residues joined in sequence by a (1->4) glycosidic linkage. It is an amino disaccharide and a member of acetamides. It derives from a N-acetyl-beta-D-galactosamine and a beta-D-galactose.